OC([C@@H]1[C@H](C[C@@H](O1)N1C(=O)NC(=O)C(C)=C1)O)O 5'-hydroxyThymidine